FC1=CC=C(C(=O)NC2CCC(CC2)NC2=NC(=NC3=CC=C(C=C23)C(F)(F)F)C(F)(F)F)C=C1 4-Fluoro-N-[(1S,4S)-4-{[2,6-Bis(Trifluoromethyl)Quinazolin-4-Yl]Amino}Cyclohexyl]Benzamide